tertbutoxyethoxyethane C(C)(C)(C)OCCOCC